Isopropyl (2S)-2-[[(2S)-2-amino-3-[5-[bis(2-chloroethyl)amino]-1-methyl-benzimidazol-2-yl]propanoyl]amino]-4-methyl-pentanoate N[C@H](C(=O)N[C@H](C(=O)OC(C)C)CC(C)C)CC1=NC2=C(N1C)C=CC(=C2)N(CCCl)CCCl